4-p-palmitamidobenzamidobutyric acid C(CCCCCCCCCCCCCCC)(=O)NC1=CC=C(C(=O)NCCCC(=O)O)C=C1